3-(1-(1-(4'-chloro-2'-methyl-[1,1'-biphenyl]-4-yl)butyl)-1H-indazole-5-carboxamido)propionic acid ClC1=CC(=C(C=C1)C1=CC=C(C=C1)C(CCC)N1N=CC2=CC(=CC=C12)C(=O)NCCC(=O)O)C